NC=1C2=C(N=CN1)N(C(=C2C(=O)NC2=CC=C(C=C2)COC)Cl)C2(CC2)C 4-amino-6-chloro-N-[4-(methoxymethyl)phenyl]-7-(1-methylcyclopropyl)-7H-pyrrolo[2,3-d]pyrimidine-5-carboxamide